FC1=CC=C2C(=C(NC2=C1)C)CC1CCC(CC1)OC(C)C 6-fluoro-3-(((1r,4r)-4-isopropoxycyclohexyl)methyl)-2-methyl-1H-indole